C(C)(C)(C)C1=NN=C(O1)C(=O)N[C@H]1CC[C@H](CC2=C1C=CC(=C2)C2=NC(=NC=C2)NC=2C=NN(C2)C)F 5-(tert-butyl)-N-((5S,8R)-8-fluoro-2-(2-((1-methyl-1H-pyrazol-4-yl)amino)pyrimidin-4-yl)-6,7,8,9-tetrahydro-5H-benzo[7]annulen-5-yl)-1,3,4-oxadiazole-2-carboxamide